1-(3-bromophenyl)-3-(6-(4-isopropyl-4H-1,2,4-triazol-3-yl)pyridin-2-yl)urea BrC=1C=C(C=CC1)NC(=O)NC1=NC(=CC=C1)C1=NN=CN1C(C)C